C(C1=CC=CC=C1)(=O)O[C@@H]1[C@H](O[C@H]([C@@H]1OC(C1=CC=CC=C1)=O)N1C=C(C2=C1N=CN=C2Cl)I)COC(C2=CC=CC=C2)=O (2R,3R,4R,5R)-2-((Benzoyloxy)methyl)-5-(4-chloro-5-iodo-7H-pyrrolo[2,3-d]pyrimidin-7-yl)tetrahydrofuran-3,4-diyl dibenzoate